4-(2-chloro-6-(3,5-dimethylisoxazol-4-yl)quinazolin-4-yl)-3-phenylmorpholine ClC1=NC2=CC=C(C=C2C(=N1)N1C(COCC1)C1=CC=CC=C1)C=1C(=NOC1C)C